Methyl 3-[4-(tert-butoxycarbonylamino)-1-piperidyl]propanoate C(C)(C)(C)OC(=O)NC1CCN(CC1)CCC(=O)OC